3-(difluoromethyl)-5-methyl-1-methyl-pyrazole FC(C1=NN(C(=C1)C)C)F